OCCN1CCN(CC1)C(CSC=1N(C(C2=C(N1)SC(=C2C)C)=O)C2=CC=CC=C2)=O 2-{(2-[4-(2-hydroxyethyl)-1-piperazinyl]-2-oxoethyl)thio}-5,6-dimethyl-3-phenylthieno[2,3-d]pyrimidin-4(3H)-one